(6-(hex-5-en-1-yl)-1-oxa-4-azaspiro[4.4]non-3-yl)methanol C(CCCC=C)C1C2(NC(CO2)CO)CCC1